5-(((1S,4S)-5-diphenylmethyl-2,5-diazabicyclo[2.2.1]heptane-2-yl)methyl)-2-(2,4-dioxotetrahydropyrimidine-1(2H)-yl)isoindoline-1,3-dione C1(=CC=CC=C1)C(N1[C@@H]2CN([C@H](C1)C2)CC=2C=C1C(N(C(C1=CC2)=O)N2C(NC(CC2)=O)=O)=O)C2=CC=CC=C2